6-[[4-(6-fluoro-2-pyridinyl)phenyl]methyl]-5-methyl-1-tetrahydropyran-4-yl-pyrazolo[3,4-d]pyrimidin-4-one FC1=CC=CC(=N1)C1=CC=C(C=C1)CC=1N(C(C2=C(N1)N(N=C2)C2CCOCC2)=O)C